5-(difluoromethyl)-N-(5-(2-(3-fluoropyridin-2-yl)-6-(2H-1,2,3-triazol-2-yl)-1H-imidazo[4,5-c]pyridin-1-yl)tetrahydro-2H-pyran-3-yl)thiazole-2-carboxamide FC(C1=CN=C(S1)C(=O)NC1COCC(C1)N1C(=NC=2C=NC(=CC21)N2N=CC=N2)C2=NC=CC=C2F)F